((6-isopropyl-5-(1,2,3,6-tetrahydropyridin-4-yl)-1H-pyrazolo[4,3-g]isoquinolin-8-yl)imino)dimethyl-λ6-sulfanone C(C)(C)C=1N=C(C2=CC3=C(C=C2C1C=1CCNCC1)C=NN3)N=S(=O)(C)C